2,5-dimethyl-2,5-di(tertiary-butyl-peroxy)hexane methyl-6-chloro-3-nitro-5-(trifluoromethyl)pyridine-2-carboxylate COC(=O)C1=NC(=C(C=C1[N+](=O)[O-])C(F)(F)F)Cl.CC(C)(CCC(C)(OOC(C)(C)C)C)OOC(C)(C)C